ClC1=C(C(=O)O)C=CC(=C1)NC=1C=2N(C=CN1)C(=CN2)C=2C(=NN(C2)CC(F)F)C(F)(F)F 2-chloro-4-((3-(1-(2,2-difluoroethyl)-3-(trifluoromethyl)-1H-pyrazol-4-yl)imidazo[1,2-a]pyrazin-8-yl)amino)benzoic acid